O1CCOC12CCN(CC2)NC(=O)C2=CC=C(C=C2)NC2=NC=C(C(=N2)NC2=CC=C(C(=O)NC1=C(C=CC=C1)Cl)C=C2)F 4-((2-((4-((1,4-dioxa-8-azaspiro[4.5]decan-8-yl)carbamoyl)phenyl)amino)-5-fluoropyrimidin-4-yl)amino)-N-(2-chlorophenyl)benzamide